5-(2-((3-((2-nitrophenyl)amino)-3-oxopropyl)amino)ethyl)-N-(pyridin-2-ylmethyl)-1,2,4-oxadiazole-3-carboxamide [N+](=O)([O-])C1=C(C=CC=C1)NC(CCNCCC1=NC(=NO1)C(=O)NCC1=NC=CC=C1)=O